N-[1-methyl-2-(tributylstannylmethoxy)ethyl]-1-[4-(trifluoromethyl)phenyl]azetidin-3-imine CC(COC[Sn](CCCC)(CCCC)CCCC)N=C1CN(C1)C1=CC=C(C=C1)C(F)(F)F